ClC=1C=C(C=C(C1)NS(=O)(=O)C)NC(=O)C1=CN(C(=C1)C1=NC=C(C=C1OCC1=CC(=CC(=C1)S(=O)(=O)C)F)F)C N-(3-chloro-5-methanesulfonamidophenyl)-5-{5-fluoro-3-[(3-fluoro-5-methanesulfonylphenyl)methoxy]pyridin-2-yl}-1-methylpyrrole-3-carboxamide